C(C)C1(OC(C(CC1)C(C)C)CC)C 2,6-diethyl-5-isopropyl-2-methyltetrahydro-2H-pyran